C(C)(C)C(=O)C(C)C Diisopropylketon